(4-(((6-amino-5-(4-phenoxyphenyl)pyrimidin-4-yl)amino)methyl)piperidin-1-yl)(cyclobut-1-en-1-yl)methanone NC1=C(C(=NC=N1)NCC1CCN(CC1)C(=O)C1=CCC1)C1=CC=C(C=C1)OC1=CC=CC=C1